C1OCC12CN(C2)C2COC1(CNC1S(=O)(=O)C=1C=C(C#N)C=C(C1)F)C2 3-((7-(2-oxa-6-azaspiro[3.3]heptan-6-yl)-5-oxa-2-azaspiro[3.4]octaneyl)sulfonyl)-5-fluorobenzonitrile